3-amino-N-(amino(3-(4-chlorophenoxy)propylamino)methylene)-6-chloro-5-(4-iodobenzylamino)pyrazine-2-carboxamide NC=1C(=NC(=C(N1)NCC1=CC=C(C=C1)I)Cl)C(=O)N=C(NCCCOC1=CC=C(C=C1)Cl)N